C(C)(C)(C)OC(=O)NCC(C(=O)O)C1COCC1 3-[(tert-butoxycarbonyl)amino]-2-(tetrahydrofuran-3-yl)propionic acid